NC1=C(C=C(C=N1)C1=CC(=C(C=C1)C(=O)N1CCOCC1)OC)C=1N=NN(C1)C(C)C (4-(6-amino-5-(1-isopropyl-1H-1,2,3-triazol-4-yl)pyridin-3-yl)-2-methoxyphenyl)(morpholino)methanone